N-((1S)-1-(1-(5-((ethyl(methyl)(oxo)-λ6-sulfaneylidene)amino)pyridin-2-yl)-1H-1,2,4-triazol-5-yl)ethyl)-3-(thietan-3-yloxy)-5-(trifluoromethyl)benzamide C(C)S(=O)(C)=NC=1C=CC(=NC1)N1N=CN=C1[C@H](C)NC(C1=CC(=CC(=C1)C(F)(F)F)OC1CSC1)=O